3-fluoro-N-(pyridin-2-yl)benzamide FC=1C=C(C(=O)NC2=NC=CC=C2)C=CC1